FC1=C(C=CC=C1)C1OCCC(C1)C#N (2-fluorophenyl)tetrahydro-2H-pyran-4-carbonitrile